FC1=C(C=C(CC2=NNC(C3=CC=CC=C23)=O)C=C1)P1(CCN(CC1)C=1SC=CN1)=O 4-(4-fluoro-3-(4-oxido-1-(thiazol-2-yl)-1,4-azaphosphinan-4-yl)benzyl)phthalazin-1(2H)-one